2-(3,4-Dimethoxyphenyl)-7-fluoro-6-(1'-isobutyl-[1,4'-bipiperidin]-4-yl)-1H-benzo[d]imidazol COC=1C=C(C=CC1OC)C1=NC2=C(N1)C(=C(C=C2)C2CCN(CC2)C2CCN(CC2)CC(C)C)F